ethyl 2-(4-amino-3-fluorophenyl)propanoate NC1=C(C=C(C=C1)C(C(=O)OCC)C)F